5-methylpyrazine-2-carboxylic acid ethyl ester C(C)OC(=O)C1=NC=C(N=C1)C